FC1=C(C=CC(=C1)F)N1N=CC=2C1=NC(=NC2O)N2[C@@H](COCC2)CC#N 2-[(3R)-4-[1-(2,4-difluorophenyl)-4-hydroxy-pyrazolo[3,4-d]pyrimidin-6-yl]morpholin-3-yl]acetonitrile